(S)-2-(2-(2-chloro-4-(2-(4-(2-(4-(4-chlorophenyl)-2,3,9-trimethyl-6H-thieno[3,2-f][1,2,4]triazolo[4,3-a][1,4]diazepin-6-yl)acetyl)piperazin-1-yl)ethoxy)phenyl)thiazol-4-yl)acetic acid ClC1=C(C=CC(=C1)OCCN1CCN(CC1)C(C[C@H]1C=2N(C3=C(C(=N1)C1=CC=C(C=C1)Cl)C(=C(S3)C)C)C(=NN2)C)=O)C=2SC=C(N2)CC(=O)O